BrC1=C(C(=O)[O-])C=CC(=C1)Cl bromo-4-chlorobenzoate